C(C=1C(C(=O)OCCCCCCCCCCCCCCCCCC)=CC=CC1)(=O)OCCCCCCCCCCCCCCCCCC Distearyl Phthalate